benzyl 6-(4-chlorobenzyl)-5-oxo-1,4,5,6,8,9,10,11-octahydropyrido[3',4':5,6]pyrimido[1,2-a][1,3]diazepine-3(2H)-carboxylate ClC1=CC=C(CN2C(C3=C(N4C2=NCCCC4)CCN(C3)C(=O)OCC3=CC=CC=C3)=O)C=C1